NC1=C(C=C(C(=C1)C(=O)OC)Br)SC[C@@H](C(=O)O)NC(=O)OC(C)(C)C (2R)-3-(2-amino-5-bromo-4-methoxycarbonyl-phenyl)thio-2-(tert-butoxycarbonylamino)propionic acid